4-[2-[6-Fluoro-4-[(2-methoxyethylamino)methyl]-2-oxo-benzo[cd]indol-1(2H)-yl]-6-methylpyridin-4-yl]-3-(4-methyl-4H-1,2,4-triazol-3-yl)benzonitrile FC=1C=2C3=C(C(N(C3=CC1)C1=NC(=CC(=C1)C1=C(C=C(C#N)C=C1)C1=NN=CN1C)C)=O)C=C(C2)CNCCOC